(Oxacyclohex-2-yloxy)-5H,6H,7H-pyrano[2,3-d][1,3]thiazole O1C(CCCC1)OC=1SC2=C(N1)OCCC2